2-(4-(4-fluorophenyl)thiazol-2-yl)-2-methylpropanoic acid FC1=CC=C(C=C1)C=1N=C(SC1)C(C(=O)O)(C)C